7-butyl-5-[(pyridin-3-yl)methyl]-5H,6H,7H,8H,9H,10H-cyclohepta[b]indole C(CCC)C1CCCC2=C(N(C3=CC=CC=C23)CC=2C=NC=CC2)C1